tert-Butyl 4-(7-fluoro-6-nitroquinazolin-4-yl)piperazine-1-carboxylate FC1=C(C=C2C(=NC=NC2=C1)N1CCN(CC1)C(=O)OC(C)(C)C)[N+](=O)[O-]